FC1=C(C=C(C=C1)C=1C=NC=2N(C1)C=C(N2)COC2=CC(=CC=C2)F)O 6-(4-fluoro-3-hydroxyphenyl)-2-(3-fluorophenoxymethyl)-imidazo[1,2-a]pyrimidine